3-bromo-2-hydroxy-5-methoxy-4-pentylbenzaldehyde BrC=1C(=C(C=O)C=C(C1CCCCC)OC)O